4-ANILINO-QUINOLINE N(C1=CC=CC=C1)C1=CC=NC2=CC=CC=C12